3,5-bis(methoxycarbonyl)phenylphosphonic acid dipotassium salt [K+].[K+].COC(=O)C=1C=C(C=C(C1)C(=O)OC)P([O-])([O-])=O